NC1=CC=C(C(=C1C(=O)C1=NC=CC=C1F)Cl)I (6-amino-2-chloro-3-iodo-phenyl)-(3-fluoro-2-pyridyl)methanone